NC(C1C(OC(CN1C(=O)[O-])(F)F)C)([2H])[2H] 5-(aminomethyl-d2)-2,2-difluoro-6-methylmorpholine-4-carboxylate